5-fluoro-4-(3-propiolamidopyridin-4-yl)benzamide FC=1C(=CC=C(C(=O)N)C1)C1=C(C=NC=C1)NC(C#C)=O